C(C)C1=C2C=C(N=CC2=C(C=C1)N1[C@@H]([C@H](C1)CS(=O)(=O)C)C)NC1=NC(=NC=C1)N1C[C@]([C@@H](CC1)O)(C)F (3S,4R)-1-[4-({5-ethyl-8-[(2R,3S)-3-(methanesulfonylmeth-yl)-2-methylazetidin-1-yl]isoquinolin-3-yl}amino)pyrimidin-2-yl]-3-fluoro-3-methylpiperidin-4-ol